N-octyl-4-isothiazolin-3-one C(CCCCCCC)N1SC=CC1=O